FC(OC1=CC=CC=2C(N([C@H]3C=4N([C@@H](C21)C3)C3=C(N4)C=CC(=C3)C#C[C@H](C)NCC)C([2H])([2H])[2H])=O)F (7R,14R)-1-(difluoromethoxy)-11-((S)-3-(ethylamino)but-1-yn-1-yl)-6-(methyl-d3)-6,7-dihydro-7,14-methanobenzo[f]benzo[4,5]imidazo[1,2-a][1,4]diazocin-5(14H)-one